COC(CC(C(=O)C(NCC1=CC=CC=C1)=O)Br)=O 4-(Benzylcarbamoyl)-3-bromo-4-oxobutanoic acid methyl ester